2-hydroxy-4,4'-di-tert-butoxybenzophenone OC1=C(C(=O)C2=CC=C(C=C2)OC(C)(C)C)C=CC(=C1)OC(C)(C)C